N-(ethoxycarbonyl)Methyl-3-aminopropyl-methyldiethoxysilane C(C)OC(=O)CNCCC[Si](OCC)(OCC)C